(R)-4-((4-ethyl-5-fluoropyrimidin-2-yl)amino)-2-fluoro-N-(8-methylisoquinolin-1-yl)-N-(piperidin-3-yl)benzamide C(C)C1=NC(=NC=C1F)NC1=CC(=C(C(=O)N([C@H]2CNCCC2)C2=NC=CC3=CC=CC(=C23)C)C=C1)F